(R)-N-(1-(1-acryloylazepan-3-yl)-7-((1-ethylpiperidin-4-yl)oxy)-1H-benzo[d]Imidazol-2-yl)-2-methylisonicotinamide C(C=C)(=O)N1C[C@@H](CCCC1)N1C(=NC2=C1C(=CC=C2)OC2CCN(CC2)CC)NC(C2=CC(=NC=C2)C)=O